ClC=1C=C(C=CC1F)N(C(=O)N1CCN(CC1)C(=O)OC(C)(C)C)CC1=NC=C(C=C1)C(=O)OC tert-butyl 4-((3-chloro-4-fluorophenyl)((5-(methoxycarbonyl)pyridin-2-yl)methyl)carbamoyl)piperazin-1-carboxylate